(2R)-N-{2-[(4-{N-[(7S)-4-Fluorobicyclo[4.2.0]octa-1,3,5-trien-7-yl]-N'-hydroxycarbamimidoyl}-1,2,5-oxadiazol-3-yl)oxy]ethyl}-2,3-dihydroxypropanamid FC1=CC=C2C[C@@H](C2=C1)NC(=NO)C=1C(=NON1)OCCNC([C@@H](CO)O)=O